N1(OOCC1)C1(CC=2C(OC3(C4=CC=C(C=C4OC=4C=C(C=CC34)O)O)C2C=C1)=O)C(=O)[O-] 5-Dioxapyrrolidin-1-yl-3',6'-dihydroxy-3-oxo-3H-spiro[isobenzofuran-1,9'-xanthene]-5-carboxylate